CC=1C(C2=C(CCN(CC2)C2=NC=CC(=N2)N2CCCC2)C(C1C)=O)=O 7,8-dimethyl-3-(4-(pyrrolidin-1-yl)pyrimidin-2-yl)-2,3,4,5-tetrahydro-1H-benzo[d]azepine-6,9-dione